C(C)(C)(C)OOC1(CC=CC=C1)C 1-(tert-butylperoxy)-1-methyl-benzene